BrC1=C(C=NN(C1=O)C)N[C@@H]1C[C@@H](CN(C1)C)C1=CC=C(C=C1)CN1CCN(CC1)C=1C(=CC(=C(C1)C1C(NC(CC1)=O)=O)F)F 3-[5-[4-[[4-[(3R,5R)-5-[(5-bromo-1-methyl-6-oxo-pyridazin-4-yl)amino]-1-methyl-3-piperidyl]phenyl]methyl]piperazin-1-yl]-2,4-difluoro-phenyl]piperidine-2,6-dione